N-[4-[(6,7-dimethoxy-1,5-naphthyridin-4-yl)oxy]phenyl]-9-(4-fluorophenyl)-8-oxo-3,4-dihydro-1H-pyrido[2,1-c][1,4]oxazine-7-carboxamide COC=1N=C2C(=CC=NC2=CC1OC)OC1=CC=C(C=C1)NC(=O)C=1C(C(=C2COCCN2C1)C1=CC=C(C=C1)F)=O